C1(CC1)C1=CC(=C(C=2N1N=C(C2)C2=C(C=C(C=C2)N2C[C@H](CC2)C(=O)OC)F)F)C(=O)N2[C@@H](C1=CC=CC=C1CC2)C Methyl (3S)-1-(4-{7-cyclopropyl-4-fluoro-5-[(1R)-1-methyl-1,2,3,4-tetrahydroisoquinoline-2-carbonyl]pyrazolo[1,5-a]pyridin-2-yl}-3-fluorophenyl)pyrrolidine-3-carboxylate